N-[1-(3-bromo-4-methoxyphenyl)-3-methyl-2-butyl]carboxamide BrC=1C=C(C=CC1OC)CC(C(C)C)NC=O